FC(C1=NC=CC(=C1)NC1=C(C(=O)OC2=C(C=CC=C2)Cl)C=CC=C1)(F)F (2-Chlorophenyl) 2-[[2-(trifluoromethyl)pyridin-4-yl]amino]benzoate